C(C)(C)(C)NC(OC1(CC1)C)=O (1-methylcyclopropyl) tert-butylcarbamate